4-(hydroxymethyl)-4-methyl-piperidine-1-carboxylic acid tert-butyl ester C(C)(C)(C)OC(=O)N1CCC(CC1)(C)CO